1-[5-(5-chloro-2-methoxypyridin-4-yl)-1H-pyrazole-3-carbonyl]-N-[(6-methylpyridin-3-yl)methyl]piperidine-4-carboxamide ClC=1C(=CC(=NC1)OC)C1=CC(=NN1)C(=O)N1CCC(CC1)C(=O)NCC=1C=NC(=CC1)C